COC(C1=CC(=C(C(=C1)S(=O)(=O)C)Cl)C)=O.NCCCN1C=NC=C1 1-(3-aminopropyl)imidazole methyl-4-chloro-3-methyl-5-(methylsulfonyl)benzoate